C(=O)(C=C)CCC[Si](OC)(OC)OC gamma-acryl-propyl-trimethoxysilane